aminomethyl-7-deazaguanine NCNC=1NC(C=2CC=NC2N1)=O